bis(tetrahydrofuran) europium(II) [Eu+2].O1CCCC1.O1CCCC1